BrC=1C=C2C(OCC=3C=C(N=CC3C3=CC=C(C(NS(C(C1O)=C2)(=O)=O)=C3)OC)C(F)(F)F)=O 13-Bromo-14-hydroxy-19-methoxy-16,16-dioxo-5-(trifluoromethyl)-9-oxa-16λ6-thia-4,17-diazatetracyclo[16.3.1.111,15.02,7]tricosa-1(21),2(7),3,5,11,13,15(23),18(22),19-nonaen-10-one